N,N-dimethyl-1-(nonyloxy)-3-[(9Z,12Z)-octadeca-9,12-dien-1-yloxy]propan-2-amine CN(C(COCCCCCCCCC)COCCCCCCCC\C=C/C\C=C/CCCCC)C